[Ge]=O.[Zn] zinc germanium-oxide